C(#N)C1=C(C=CC(=N1)NC=1C=CC(=C2CN(C(C12)=O)C(=O)OC(C)(C)C)C1=CN=C2N1C=CC(=C2)F)C2(CC2)OC tert-butyl 7-((6-cyano-5-(1-methoxycyclopropyl) pyridin-2-yl) amino)-4-(7-fluoroimidazo[1,2-a]pyridin-3-yl)-1-oxoisoindoline-2-carboxylate